1-(6-amino-1-methyl-indazol-3-yl)hexahydropyrimidine-2,4-dione NC1=CC=C2C(=NN(C2=C1)C)N1C(NC(CC1)=O)=O